dimethyl-4,5-methylenedioxy-tryptamine CN(CCC1=CNC2=CC=C3C(=C12)OCO3)C